CC12C3=C(C(CC1)C2)C(=O)OC3=O methyl-norbornene-2,3-dicarboxylic anhydride